(R)-N4,2-dimethyl-N1-(1-(2-(1-methyl-1H-pyrazol-4-yl)quinolin-4-yl)ethyl)-N4-(thiazol-4-ylmethyl)terephthalamide CN(C(C1=CC(=C(C(=O)N[C@H](C)C2=CC(=NC3=CC=CC=C23)C=2C=NN(C2)C)C=C1)C)=O)CC=1N=CSC1